3-(2-fluoro-4-methoxy-5-((2-methoxyquinolin-8-yl)methoxy)phenyl)-2,4-dioxo-1H-thieno[3,4-d]pyrimidine-5-carboxylic acid FC1=C(C=C(C(=C1)OC)OCC=1C=CC=C2C=CC(=NC12)OC)N1C(NC=2C(C1=O)=C(SC2)C(=O)O)=O